7-(1-(1H-1,2,4-triazole-1-carbonyl)azetidin-2-yl)-2-(4-phenoxyphenyl)-4,5,6,7-tetrahydropyrazolo[1,5-a]pyrimidine-3-carboxamide N1(N=CN=C1)C(=O)N1C(CC1)C1CCNC=2N1N=C(C2C(=O)N)C2=CC=C(C=C2)OC2=CC=CC=C2